O.[C@@H]1(C[C@H](O)[C@@H](CO)O1)N1C=NC=2C(=O)NC(N)=NC12 2'-deoxyguanosine monohydrate